N-((1S,2R)-2-hydroxy-2,3-dihydro-1H-inden-1-yl)-6-(pyrimidin-5-yl)-2-(1-methyl-1H-pyrazol-4-yl)-3-oxo-2,3-dihydropyridazine-4-carboxamide O[C@H]1[C@H](C2=CC=CC=C2C1)NC(=O)C=1C(N(N=C(C1)C=1C=NC=NC1)C=1C=NN(C1)C)=O